C(=O)(OC(C)(C)C)N[C@H](C(C)C)CO Boc-D-valinol